C(CCCCCCCCCCCCCCCCC)OP(=O)(OCCCCCCCCCCCCCCCCCC)OCCN distearylphosphoethanolamine